3-(8-bromo-2,3,4,5-tetrahydro-1H-benzo[b]azepin-1-yl)piperidine-2,6-dione BrC=1C=CC2=C(N(CCCC2)C2C(NC(CC2)=O)=O)C1